Heptadecane-1-yl Heptatriacontanoate C(CCCCCCCCCCCCCCCCCCCCCCCCCCCCCCCCCCCC)(=O)OCCCCCCCCCCCCCCCCC